OC(C)(C)C1=NN(C(=C1)CCC)C1=C(C#N)C=CC=C1 2-(3-(2-hydroxypropan-2-yl)-5-propyl-1H-pyrazol-1-yl)benzonitrile